N-[[3-chloro-2-(2-formylphenyl)sulfanyl-5-(trifluoromethyl)phenyl]methyl]-2-methyl-propane-2-sulfinamide ClC=1C(=C(C=C(C1)C(F)(F)F)CNS(=O)C(C)(C)C)SC1=C(C=CC=C1)C=O